1H-1,3-benzodiazole-6-carboxylate N1C=NC2=C1C=C(C=C2)C(=O)[O-]